C(C)(C)(C)OC(=O)N[C@H](C(=O)OCC)CCC(CC(=O)OCC)=O 1,7-Diethyl (2S)-2-[(tert-Butoxycarbonyl) amino]-5-oxoheptanedioate